1-[(1H-indazol-7-yl)methyl]-3-(2,3-dichlorophenyl)thiourea N1N=CC2=CC=CC(=C12)CNC(=S)NC1=C(C(=CC=C1)Cl)Cl